COC=1C=C(C=CC1)N1NC(C=2C=NC(=CC21)NC2=NC=CC(=C2)OC)=O 1-(3-methoxyphenyl)-6-((4-methoxypyridin-2-yl)amino)-1,2-dihydro-3H-pyrazolo[4,3-c]pyridin-3-one